2-methoxypyrrolidinium COC1[NH2+]CCC1